BrC=1C=C2C=CN(C2=CC1)C(C=C)=O 1-(5-bromoindol-1-yl)prop-2-en-1-one